C(C1=CC=CC=C1)(=O)NCS(=O)(=O)NN1C(=NC=C1)C(=O)OCC Ethyl 1-[(benzoylaminomethylsulfonyl) amino]-1H-imidazole-2-carboxylate